t-butyl 2,2-dimethyl-4-(1-methylpiperidin-4-yloxy)piperidine-1-carboxylate CC1(N(CCC(C1)OC1CCN(CC1)C)C(=O)OC(C)(C)C)C